C(C1=CC=CC=C1)N(C=1N=NN(N1)CC1=C(N=NN1C)C1=CC=C(C(=N1)C)O[C@@H]1C[C@H](CCC1)C(=O)O)C (1S,3S)-3-((6-(5-((5-(benzyl-(methyl)amino)-2H-tetrazol-2-yl)methyl)-1-methyl-1H-1,2,3-triazol-4-yl)-2-methylpyridin-3-yl)oxy)cyclohexane-1-carboxylic acid